(4R)-4-propyl-dihydrofuran-2(3H)-one C(CC)[C@@H]1CC(OC1)=O